(S)-5-(difluoromethyl)-1-(p-tolyl)imidazolidin-2-one FC([C@@H]1CNC(N1C1=CC=C(C=C1)C)=O)F